3-((S)-3-((S)-sec-butyl)-7-chloro-2-oxo-5-phenyl-2,3-dihydro-1H-benzo[e][1,4]diazepin-1-yl)-N-(cyclopropylsulfonyl)propanamide [C@H](C)(CC)[C@@H]1N=C(C2=C(N(C1=O)CCC(=O)NS(=O)(=O)C1CC1)C=CC(=C2)Cl)C2=CC=CC=C2